3-(4-(4-aminobutoxy)-1-oxoisoindolin-2-yl)piperidine-2,6-dione NCCCCOC1=C2CN(C(C2=CC=C1)=O)C1C(NC(CC1)=O)=O